C(C)(C)(C)[C@@H]1CC=2C=C3C(=NC2CC1)SC(=N3)C(=O)N[C@H](CCN3CCC(CC3)O)C3=CC(=CC=C3)NC(=O)C3C[NH2+]CC3 |r| rac-(7S)-7-tert-butyl-N-[rac-(1R)-3-(4-hydroxy-1-piperidyl)-1-[3-(pyrrolidin-1-ium-3-carbonylamino)phenyl]propyl]-5,6,7,8-tetrahydrothiazolo[5,4-b]quinoline-2-carboxamide